8-[(1R)-1-[(2-Benzylsulfanyl-6-chloro-3-pyridyl)oxy]ethyl]-2-([1,3]dioxolo[4,5-b]pyridin-6-yl)-3,6-dimethyl-chromen-4-one C(C1=CC=CC=C1)SC1=NC(=CC=C1O[C@H](C)C=1C=C(C=C2C(C(=C(OC12)C=1C=C2C(=NC1)OCO2)C)=O)C)Cl